COC1=C(C=C(C=C1)OC1=CC=C(C=C1)C(F)(F)F)NC(=O)C12S(CCN1C(CC2)=O)(=O)=O.[W+2] tungsten (ii) N-(2-Methoxy-5-(4-(trifluoromethyl)phenoxy)phenyl)-5-oxotetrahydropyrrolo-[2,1-b]thiazole-7a(5H)-carboxamide 1,1-dioxide